BrC1=CN=C(C(=N1)NCC1CCOCC1)N 6-Bromo-N2-((tetrahydro-2H-pyran-4-yl)methyl)pyrazine-2,3-diamine